3-(3-Fluorooxetan-3-yl)benzaldehyde FC1(COC1)C=1C=C(C=O)C=CC1